(S)-3-((S)-6-chloro-2-(4-(trifluoromethyl)-1,3,5-triazin-2-yl)-2,3,4,9-tetrahydro-1H-pyrido[3,4-b]indol-1-yl)propane-1,2-diol ClC=1C=C2C3=C(NC2=CC1)[C@@H](N(CC3)C3=NC=NC(=N3)C(F)(F)F)C[C@@H](CO)O